(R,Z)-3-(4-chlorophenyl)-N'-((4-chlorophenyl)sulfonyl)-4-(3-cyanophenyl)-N-(2-sulfamoylethyl)-4,5-dihydro-1H-pyrazole ClC1=CC=C(C=C1)[C@@H]1N(N(CC1C1=CC(=CC=C1)C#N)CCS(N)(=O)=O)S(=O)(=O)C1=CC=C(C=C1)Cl